C(C)OC1=CC=C(C=N1)C1=NC(=CC=C1)C(=O)N/N=C/C=1C(=NC=C(C1)OC)F (E)-6'-ethoxy-N'-((2-fluoro-5-methoxypyridin-3-yl)methylene)-[2,3'-bipyridine]-6-carbohydrazide